[Benzyl(dimethyl)azaniumyl]propane-1-sulfonate C(C1=CC=CC=C1)[N+](C)(C)C(CC)S(=O)(=O)[O-]